NC1=NC=NN2C1=C(C(=C2CN(C)C)C2=CC=C(C=C2)NC(C(=C)C)=O)C2=CC=C(C=C2)OC2=NC(=CC=C2)C N-(4-(4-amino-7-((dimethylamino)methyl)-5-(4-((6-methylpyridin-2-yl)oxy)phenyl)pyrrolo[2,1-f][1,2,4]triazin-6-yl)phenyl)methacrylamide